ClC1=C(N(N=C1)C)C=1C=C(C=CC1OCCCN(C)C)NC(=O)NC1=C(C=C(C=C1)F)O 1-[3-(4-Chloro-2-methyl-2H-pyrazol-3-yl)-4-(3-dimethylamino-propoxy)-phenyl]-3-(4-fluoro-2-hydroxyphenyl)-urea